NC1=C(N=C2N1C=CC=C2C2=C(C=CC=C2SC)F)C(=O)NCCC 3-Amino-8-(2-fluoro-6-(methylthio)phenyl)-N-propylimidazo[1,2-a]pyridine-2-carboxamide